N-(3-((2-((2-chlorophenyl)amino)-5-(4-(trifluoromethyl)phenyl)pyrimidin-4-yl)amino)-4-fluorophenyl)acrylamide trifluoroacetate FC(C(=O)O)(F)F.ClC1=C(C=CC=C1)NC1=NC=C(C(=N1)NC=1C=C(C=CC1F)NC(C=C)=O)C1=CC=C(C=C1)C(F)(F)F